2-(8-((2s,5r)-2,5-diethyl-4-(1-(6-isopropylpyridin-3-yl)ethyl)piperazin-1-yl)-5-methyl-6-oxo-5,6-dihydroimidazo[1,2-b]pyridazin-2-yl)acetonitrile C(C)[C@@H]1N(C[C@H](N(C1)C(C)C=1C=NC(=CC1)C(C)C)CC)C=1C=2N(N(C(C1)=O)C)C=C(N2)CC#N